6-(4-fluoro-2-methyl-phenyl)pyrazolo[4,3-b]pyridin FC1=CC(=C(C=C1)C=1C=C2C(=NC1)C=NN2)C